(R)-N-(prop-2-ynyl)-2,3-dihydro-1H-inden-1-amine C(C#C)N[C@@H]1CCC2=CC=CC=C12